3,6-dimethyloct-4-en-1-yl ethyl oxalate C(C(=O)OCC)(=O)OCCC(C=CC(CC)C)C